3-((2-(2-fluorophenyl)-4-formyl-1H-pyrrol-1-yl)sulfonyl)-N-(2-methoxyethyl)benzamide FC1=C(C=CC=C1)C=1N(C=C(C1)C=O)S(=O)(=O)C=1C=C(C(=O)NCCOC)C=CC1